FC1=C(CNC(OC(C)(C)C)=O)C=CC(=C1)C1=C2C(=NC=C1)N=C(N2)C2=C(C=CC=C2)[N+](=O)[O-] tert-butyl (2-fluoro-4-(2-(2-nitrophenyl)-1H-imidazo[4,5-b]pyridin-7-yl)benzyl)carbamate